(±)-7,8-Dihydro-2,5-dimethyl-7-ethyl-3-(phenylmethyl)-3H-imidazo[2,1-b]purin-4(5H)-one CC1=NC=2N3C(N(C(C2N1CC1=CC=CC=C1)=O)C)=N[C@@H](C3)CC |r|